N=1N=C(N2C1NCC2)C2=CN=C1C=CC(=NC1=C2)C=2C(=NNC2)C2=NC(=CC=C2)C 7-(6,7-dihydro-5H-imidazo[2,1-c][1,2,4]triazol-3-yl)-2-[3-(6-methyl-2-pyridyl)-1H-pyrazol-4-yl]-1,5-naphthyridine